OC(=O)C(F)(F)F.N1C2(CCC1)CC1OC1C2 6-oxaspiro[bicyclo[3.1.0]hexane-3,2'-pyrrolidine] TFA salt